COC(C)NC(C)=O N-(1-methoxyethyl)acetamid